C1(CCCCC1)N(C)CC1=NN=NN1C=1C=C(C#N)C=CC1 3-(5-((cyclohexyl(methyl)amino)methyl)-1H-tetrazol-1-yl)benzonitrile